FC=1C=C(N)C=CC1OC1=NC=NC2=CC(=C(C=C12)OC)OCCOC 3-fluoro-4-((6-methoxy-7-(2-methoxyethoxy)quinazolin-4-yl)oxy)aniline